C(#N)CN1N=C(C=C1C)C cyanomethyl-(3,5-dimethyl-1H-pyrazole)